BrC=1C=C(C=CC1)C1(COC1)C=1N(C(=NN1)S)C 5-(3-(3-bromophenyl)oxetane-3-yl)-4-methyl-4H-1,2,4-triazole-3-thiol